1-({4-fluoro-5-[(2-fluoro-4-iodophenyl)amino]-1H-1,2,3-benzotriazol-6-yl}carbonyl)-3-[(2S)-piperidin-2-yl]azetidin-3-ol FC1=C(C(=CC=2NN=NC21)C(=O)N2CC(C2)(O)[C@H]2NCCCC2)NC2=C(C=C(C=C2)I)F